tert-butyl 3-methyl-5-(((2-(trifluoromethyl)pyridin-3-yl)oxy)methyl)piperidine-1-carboxylate CC1CN(CC(C1)COC=1C(=NC=CC1)C(F)(F)F)C(=O)OC(C)(C)C